Ethyl 2,2-difluoro-3-(4-(1-Boc-6-fluoro-1H-indol-3-yl) furan-2-yl)-3-hydroxypropionate FC(C(=O)OCC)(C(O)C=1OC=C(C1)C1=CN(C2=CC(=CC=C12)F)C(=O)OC(C)(C)C)F